2-cyclopropyl-6-(hydroxymethyl)pyrazolo[1,5-a]pyridine-3-carboxylic acid C1(CC1)C1=NN2C(C=CC(=C2)CO)=C1C(=O)O